BrC=1C=C(C(=C(\C=N\S(=O)C(C)(C)C)C1)F)C(F)(F)F (E)-N-(5-bromo-2-fluoro-3-(trifluoromethyl)benzylidene)-2-methylpropane-2-sulfinamide